C(C)N(C=NC1=C(C=C(C(=C1)C)C1(COC1)OC1=NC=CC=C1F)F)C N-ethyl-N'-(2-fluoro-4-(3-((3-fluoropyridin-2-yl)oxy)oxetan-3-yl)-5-methylphenyl)-N-methylformimidamide